ethyl 4-(4-(2-(diethylamino)ethyl)-1,4-diazepan-1-yl)-3-((4-ethylphenyl)sulfonyl)quinoline-6-carboxylate C(C)N(CCN1CCN(CCC1)C1=C(C=NC2=CC=C(C=C12)C(=O)OCC)S(=O)(=O)C1=CC=C(C=C1)CC)CC